BrCC1=C(C=CC(=C1)Cl)OC(F)F 2-(bromomethyl)-4-chloro-1-(difluoromethoxy)benzene